CC(=O)N[C@@H]1[C@H]([C@@H]([C@H](O[C@@H]1O[C@H]2[C@H]([C@@H]([C@H](O[C@@H]2O[C@@H]3[C@@H]([C@H](O[C@@H]([C@H]3O[C@H]4[C@@H]([C@H]([C@@H]([C@H](O4)CO)O[C@H]5[C@@H]([C@H]([C@H]([C@H](O5)CO)O)O)O)O)O)[C@H](CO)O)O[C@@H]6[C@@H](CC(O[C@@H]6[C@@H](CO)O)(C(=O)O)O)O)O)[C@H](CO)O)O)OP(=O)(O)OCCN)CO)O)O The molecule is a branched oligosaccharide phosphate comprising a D-galactose residue, a D-glucose residue, an N-acetyl-D-glucosamine residue, two L-glycero-D-manno-heptose residues (one of which is phosphoethanolamine-substituted on O-3), with linkages as shown and with a 3-deoxy-D-manno-oct-2-ulosonic acid (2-keto-3-deoxy-D-mannooctanoic acid, Kdo) residue at the reducing end. Corresponds to the lgtA mutant of the core oligosaccharide of Neisseria meningitidis. It is an oligosaccharide phosphate and an amino hexasaccharide.